S(=O)(=O)(OCCF)OCCC(F)F (2-fluoroethyl) (3,3-difluoropropyl) sulfate